[6-[(4-tert-butylthiazol-2-yl)methyl]-2,6-diazaspiro[3.3]heptan-2-yl]-[6-(3-cyclopropyl-1H-1,2,4-triazol-5-yl)-2-azaspiro[3.3]heptan-2-yl]methanone C(C)(C)(C)C=1N=C(SC1)CN1CC2(CN(C2)C(=O)N2CC3(C2)CC(C3)C3=NC(=NN3)C3CC3)C1